4-(2-(4-chloro-2-fluorophenyl)-2-methylbenzo[d][1,3]dioxolan-4-yl)-3,6-dihydropyridine hydrochloride Cl.ClC1=CC(=C(C=C1)C1(OC2=C(O1)C=CC=C2C=2CC=NCC2)C)F